OC1=NC=CC=C1[C@H]1OC=2C=C(C=C(C2C[C@H]1O)O)O (2R,3R)-2-(2-hydroxypyridin-3-yl)chromane-3,5,7-triol